C(C)(C)(C)C=1SC(=C(N1)C1=C(C(=CC=C1)NS(=O)(=O)C1=C(C=CC=C1F)F)F)C1=NC(=NC=C1)NC[C@H](C)NC(CCO)=O (S)-N-(1-((4-(2-(tert-butyl)-4-(3-((2,6-difluorophenyl)sulfonamido)-2-fluorophenyl)thiazol-5-yl)pyrimidin-2-yl)amino)propan-2-yl)-3-hydroxypropanamide